OCC(CCC1=C(CNC(=O)NC2=C3C=NN(C3=CC=C2)C)C=CC(=C1)C(F)(F)F)(C)C 1-(2-(4-hydroxy-3,3-dimethylbutyl)-4-(trifluoromethyl)benzyl)-3-(1-methyl-1H-indazol-4-yl)urea